C(C1=CC=CC=C1)OC(=O)C=1N(C=CC1C1=CC=C(C=C1)C1CCN(CC1)S(N(C)C)(=O)=O)S(NC(=O)OCC1=CC=CC=C1)(=O)=O 1-(benzyloxycarbonyl-sulfamoyl)-3-[4-[1-(dimethylsulfamoyl)-4-piperidinyl]phenyl]pyrrole-2-carboxylic acid benzyl ester